2-(2-(isopropylamino)ethoxy)ethan-1-ol C(C)(C)NCCOCCO